BrC=1C=C(CNC(=O)C2=NC3=C(N2)C=CC(=C3)OC)C=CC1 N-(3-bromobenzyl)-5-methoxy-1H-benzo[d]imidazole-2-carboxamide